3-(1-((3,3-difluorocyclobutyl)methyl)-5-(3,5-dimethylisoxazol-4-yl)-1H-pyrrolo[2,3-b]pyridin-3-yl)benzoic acid FC1(CC(C1)CN1C=C(C=2C1=NC=C(C2)C=2C(=NOC2C)C)C=2C=C(C(=O)O)C=CC2)F